4-(6-cyano-1-methyl-1H-indol-4-yl)-2-((4-((2-(dimethylamino)ethyl)(methyl)amino)-2-methoxy-5-nitrophenyl)amino)pyrimidine-5-carboxylate C(#N)C1=CC(=C2C=CN(C2=C1)C)C1=NC(=NC=C1C(=O)[O-])NC1=C(C=C(C(=C1)[N+](=O)[O-])N(C)CCN(C)C)OC